N1=CC(=CC=C1)C1C[C@@H](N(C1)C(=O)OC(C)(C)C)C(=O)OC 1-Tert-butyl 2-methyl (2R)-4-(pyridin-3-yl)pyrrolidine-1,2-dicarboxylate